BrC1=C2C(N(C(C2=CC=C1)=O)C1C(NC(CC1)=O)=O)=O 4-bromo-2-(2,6-dioxopiperidin-3-yl)-isoindol-1,3-dione